8-(4'-acetylphenyl)-1,4-dioxa-8-azaspiro[4.5]decane C(C)(=O)C1=CC=C(C=C1)N1CCC2(OCCO2)CC1